OC=1C=C(C=CC1)C(C)N1C=NC2=CC=C(C=C2C1=O)C=1C=NNC1 3-[1-(3-Hydroxyphenyl)ethyl]-6-(1H-pyrazol-4-yl)quinazolin-4-one